4-([1,2,4]triazolo[1,5-a]pyridin-7-yloxy)-2,5-difluoroaniline N=1C=NN2C1C=C(C=C2)OC2=CC(=C(N)C=C2F)F